COC1=CC=C2NC=C(CCN(C)C)C2=C1 5-methoxydimethyl-tryptamine